C(C)(C)(C)OC(=O)N1CCC(=CC1)C1=NC=C(C=C1Cl)C(=O)O 1'-(Tert-butoxycarbonyl)-3-chloro-1',2',3',6'-tetrahydro-[2,4'-bipyridine]-5-carboxylic acid